C1(CC1)C1=C(C(=NO1)C1=C(C=CC=C1)C(F)(F)F)CO[C@H]1[C@@H]2CN([C@H](C1)C2)C2=CC=C(C(=O)O)C=C2 4-[(1S,4S,5R)-5-([5-cyclopropyl-3-[2-(trifluoromethyl)phenyl]-1,2-oxazol-4-yl]methoxy)-2-azabicyclo[2.2.1]heptan-2-yl]benzoic acid